CC1=C(C=CC(=C1)C)C1CC=2C=NN(C(C2CC1)=O)C1=NC(=CC=C1)F 6-(2,4-dimethylphenyl)-2-(6-fluoropyridin-2-yl)-5,6,7,8-tetrahydrophthalazin-1(2H)-one